ClC1=CC(=C(C=C1)C1=NC(=CC=2C1=NC=C(N2)C)N2CC(OC(C2)C)C=2C=NN(C2)C2CC2)F 4-(5-(4-chloro-2-fluorophenyl)-2-methylpyrido[3,4-b]pyrazin-7-yl)-2-(1-cyclopropyl-1H-pyrazol-4-yl)-6-methylmorpholine